CC1=CC(=NC(=N1)C1=NC=CC=C1)NCCC(=O)NCC1=CC=NC=C1 3-{[6-methyl-2-(pyridin-2-yl)pyrimidin-4-yl]amino}-N-[(pyridin-4-yl)methyl]propanamide